N1[C@H](C1)CN1[C@H](CN(CC1)C=1C2=C(N=C(N1)OC[C@H]1N(CCC1)C)CN(CC2)C2=CC=CC1=CC=CC(=C21)C)CC#N 2-((S)-1-(((R)-aziridin-2-yl)methyl)-4-(7-(8-methylnaphthalen-1-yl)-2-(((S)-1-methylpyrrolidin-2-yl)methoxy)-5,6,7,8-tetrahydropyrido[3,4-d]pyrimidin-4-yl)piperazin-2-yl)acetonitrile